C(C(C)(C)C)(=O)OC(C(C(=O)OC(C(C)(C)C)=O)=C(C1=CC=CC=C1)OC)=O methoxybenzylidenemalonic acid dipivalyl ester